ClC1=NC=2CCN(CC2C=C1)C(=O)OC(C)(C)C tert-butyl 2-chloro-7,8-dihydro-5H-1,6-naphthyridine-6-carboxylate